4-(4-bromopyrazol-1-yl)-1-methylimino-thiane-1-oxide BrC=1C=NN(C1)C1CCS(CC1)(=NC)=O